ClC=1C(=C(C=CC1)C1(CN(C1)C(=O)OC(C)(C)C)NC1=CC=C2C(C(N(C2=C1)CC1CCOCC1)=O)(C)C)C tert-butyl 3-(3-chloro-2-methylphenyl)-3-((3,3-dimethyl-2-oxo-1-((tetrahydro-2H-pyran-4-yl)methyl)indolin-6-yl)amino)azetidine-1-carboxylate